BrC1=NO[C@H](C1)[C@H]1CN(CC1)CC1=CC=C(C=C1)C(F)(F)F (5R)-3-bromo-5-[(3R)-1-[[4-(trifluoromethyl)phenyl]methyl]pyrrolidin-3-yl]-4,5-dihydroisoxazole